[6-(5-cyclopropyl-4H-1,2,4-triazol-3-yl)-2-azaspiro[3.3]heptan-2-yl]-[6-[[4-methyl-3-(trifluoromethyl)-1H-pyrazol-5-yl]methyl]-2,6-diazaspiro[3.3]heptan-2-yl]methanone C1(CC1)C=1NC(=NN1)C1CC2(CN(C2)C(=O)N2CC3(C2)CN(C3)CC3=C(C(=NN3)C(F)(F)F)C)C1